2-(4-(5-(2-fluoro-6-methyl-4-((methylamino)methyl)phenyl)-1H-pyrazolo[3,4-c]pyridin-3-yl)-1H-pyrazol-1-yl)benzonitrile FC1=C(C(=CC(=C1)CNC)C)C=1C=C2C(=CN1)NN=C2C=2C=NN(C2)C2=C(C#N)C=CC=C2